(Sa,S)-6-(1-(1-(6-cyclopropylpyridin-3-yl)ethyl)-4-(propane-1-yn-1-yl)-1H-indazole-7-Carboxamido)spiro[3.3]heptane-2-carboxylic acid methyl ester COC(=O)C1CC2(C1)CC(C2)NC(=O)C=2C=CC(=C1C=NN(C21)[C@@H](C)C=2C=NC(=CC2)C2CC2)C#CC